ClC1=C(C(=C(C=C1)B(O)O)F)C(=O)OC 4-CHLORO-2-FLUORO-3-(METHOXYCARBONYL)PHENYLBORONIC ACID